methyl 3-[[1-(2,2-difluoroethyl)-5-methyl-pyrazol-4-yl]amino]-5-(methylamino)-6-(3-methylimidazo[4,5-c]pyridin-7-yl)pyrazine-2-carboxylate FC(CN1N=CC(=C1C)NC=1C(=NC(=C(N1)NC)C=1C2=C(C=NC1)N(C=N2)C)C(=O)OC)F